FCC1OCCOCCO1 2-(fluoromethyl)-1,3,6-trioxocane